O=C1NC(CCC1NC1=CC(=C(C=C1F)N1CCC(CC1)CCN1CCC(CC1)NC(OC(C)(C)C)=O)F)=O tert-butyl (1-(2-(1-(4-((2,6-dioxopiperidin-3-yl)amino)-2,5-difluorophenyl)piperidin-4-yl)ethyl)piperidin-4-yl)carbamate